FC1=C2C[C@@H](CN(C2=CC=C1)C(=O)C1=C(C=CC(=C1)N1N=C(N=C1)C(C)C)OC)C(F)(F)F [(3S)-5-fluoro-3,4-dihydro-3-(trifluoromethyl)-1(2H)-quinolinyl][2-methoxy-5-[3-(1-methylethyl)-1H-1,2,4-triazol-1-yl]phenyl]methanone